FC=1C=CC(=C(C1)S(=O)(=O)N1CCC2(CC(CO2)NC[C@@H](COC=2C=C(C=CC2)S(=O)(=O)NC)O)CC1)C 3-((2S)-3-(8-(5-fluoro-2-methylphenylsulfonyl)-1-oxa-8-azaspiro[4.5]decan-3-ylamino)-2-hydroxypropoxy)-N-methylbenzenesulfonamide